N-(6-(tert-butyl)-2-phenylpyrimidin-4-yl)-O-((1S,3S)-3-(2-(5,6,7,8-tetrahydro-1,8-naphthyridin-2-yl)ethyl)cyclobutyl)-L-homoserine C(C)(C)(C)C1=CC(=NC(=N1)C1=CC=CC=C1)N[C@@H](CCOC1CC(C1)CCC1=NC=2NCCCC2C=C1)C(=O)O